2-chloro-6-fluoro-1H-benzo[d]imidazole ClC1=NC2=C(N1)C=C(C=C2)F